C(C)NC=1CCC1NCC1=CC(=C(C=C1)C1=NOC(=N1)C(F)(F)F)F 3-(ethylamino)-4-((3-fluoro-4-(5-(trifluoromethyl)-1,2,4-oxadiazol-3-yl)benzyl)amino)cyclobut-3-ene